C(C)C1(CCCN2C(C=3N(C1C2)C=C(C(C3O)=O)C(=O)NCC3=C(C=C(C=C3F)F)F)=O)O 6-ethyl-6,12-dihydroxy-1,11-dioxo-N-(2,4,6-trifluorobenzyl)-1,4,5,6,7,11-hexahydro-3H-2,7-methanopyrido[1,2-a][1,4]diazonine-10-carboxamide